N-(5-benzyl-5-azaspiro[2.4]heptan-7-yl)-2,2-dimethyl-3-((3-(trifluoromethyl)pyridin-2-yl)oxy)propanamide C(C1=CC=CC=C1)N1CC2(CC2)C(C1)NC(C(COC1=NC=CC=C1C(F)(F)F)(C)C)=O